Cl[SiH2][Si](C)(C)Cl dichloro(dimethyl)disilane